1-(2-(dimethylamino)ethyl)-N1-ethyl-5-fluoro-N4-(4-(4-fluoro-1-methyl-1H-indol-3-yl)-7-tosyl-7H-pyrrolo[2,3-d]pyrimidin-2-yl)-2-nitrobenzene-1,4-diamine CN(CCC1(C(C=C(C(=C1)F)NC=1N=C(C2=C(N1)N(C=C2)S(=O)(=O)C2=CC=C(C)C=C2)C2=CN(C1=CC=CC(=C21)F)C)[N+](=O)[O-])NCC)C